N-((1s,4s)-4-((2-(2,6-dioxopiperidin-3-yl)-1,3-dioxoisoindolin-5-yl)amino)Cyclohexyl)-5-(4-((7-ethyl-6-oxo-5,6-dihydro-1,5-naphthyridin-3-yl)methyl)piperazin-1-yl)pyridine-2-formamide O=C1NC(CCC1N1C(C2=CC=C(C=C2C1=O)NC1CCC(CC1)NC(=O)C1=NC=C(C=C1)N1CCN(CC1)CC=1C=NC=2C=C(C(NC2C1)=O)CC)=O)=O